N-[(5-methylpyrazin-2-yl)methyl]-2-(3-pyridinyl)indazole-5-carboxamide CC=1N=CC(=NC1)CNC(=O)C1=CC2=CN(N=C2C=C1)C=1C=NC=CC1